C(C)C1=C(C(=O)N)C=CC=C1 2-ethyl-benzamide